C(C1=CC=CC=C1)ONC(C1=C(C=CC(=C1)Cl)SCC1=CC=CC=C1)=O N-(benzyloxy)-2-(phenylmethylthio)-5-chlorobenzamide